Methyl 2-(4-bromo-2,5-difluorobenzyl)-1-((3S,4S)-4-(methoxymethyl)tetrahydrofuran-3-yl)-1H-benzo[d]imidazole-6-carboxylate BrC1=CC(=C(CC2=NC3=C(N2[C@@H]2COC[C@@H]2COC)C=C(C=C3)C(=O)OC)C=C1F)F